((2R,3S,4S)-3,4-dihydroxy-2-(hydroxymethyl)tetrahydro-1H-thiophen-1-ium-1-yl) methyl-2-(1,3-dimethoxy-1,3-dioxopropan-2-yl)-1,3-dioxan-5-yl sulfate S(=O)(=O)(O[S+]1[C@@H]([C@H]([C@@H](C1)O)O)CO)OC1COC(OC1)(C(C(=O)OC)C(=O)OC)C